cyclohexane C1CCCCC1